C(C)O/C=C/C(=O)OCC ethyl (E)-3-ethoxyacrylate